methyl 2-[[5-(4-bromo-2,6-dichloro-phenoxy)-2-hydroxy-phenyl]sulfonylamino]acetate BrC1=CC(=C(OC=2C=CC(=C(C2)S(=O)(=O)NCC(=O)OC)O)C(=C1)Cl)Cl